C[C@H]1N(C[C@H](N(C1)C1=C(N=CS1)C)C)C(=O)OC(C)(C)C tert-butyl (2R,5R)-2,5-dimethyl-4-(4-methylthiazol-5-yl)piperazine-1-carboxylate